(2R,3S,4S)-4-hydroxy-1-methyl-2-{[4-(1,3-oxazol-5-yl)phenyl]methyl}pyrrolidin-3-yl N-[(3-fluorophenyl)methyl]carbamate FC=1C=C(C=CC1)CNC(O[C@H]1[C@H](N(C[C@@H]1O)C)CC1=CC=C(C=C1)C1=CN=CO1)=O